F[C@H]1C[C@@H](CN(C1)C)NC=1N=NC(=C2C1C=NC=C2)C2=C(C=C(C=C2)C)O 2-(4-((trans-5-fluoro-1-methylpiperidin-3-yl)amino)pyrido[3,4-d]pyridazin-1-yl)-5-methylphenol